2-methoxycarbonyl-cyclohexanecarboxylic acid COC(=O)C1C(CCCC1)C(=O)O